(R)-1-(2-methoxyethyl)-3,4'-bipiperidine dihydrochloride Cl.Cl.COCCN1C[C@H](CCC1)C1CCNCC1